2-imidazol-1-yl-(5-methyl-3-phenyl-isoxazol-4-yl)methanone tert-butyl-6-hydroxy-1-methyl-2-oxoimidazo[4,5-b]pyridine-3-carboxylate C(C)(C)(C)OC(=O)N1C(N(C=2C1=NC=C(C2)O)C)=O.N2(C=NC=C2)N2OC(=C(C2C2=CC=CC=C2)C=O)C